NCCNCCC(=O)[O-] N-(2-aminoethyl)-2-aminoethanecarboxylate